1-(m-tolyl)-2-vinylpyrazolidin-3-one C1(=CC(=CC=C1)N1N(C(CC1)=O)C=C)C